3-(5-(8-(4-(4-aminophenyl)piperazin-1-yl)-2-azaspiro[4.5]decan-2-yl)-1-oxoisoindolin-2-yl)piperidine-2,6-dione NC1=CC=C(C=C1)N1CCN(CC1)C1CCC2(CCN(C2)C=2C=C3CN(C(C3=CC2)=O)C2C(NC(CC2)=O)=O)CC1